C(CCCCCCCCCCCCCCCCC(=O)OCN1C(CCC2=CC=C(C=C12)OCCCCN1CCN(CC1)C1=CC=CC=2SC=CC21)=O)(=O)OCN2C(CCC1=CC=C(C=C21)OCCCCN2CCN(CC2)C2=CC=CC=1SC=CC12)=O bis((7-(4-(4-(benzo[b]thiophen-4-yl)piperazin-1-yl)butoxy)-2-oxo-3,4-dihydroquinolin-1(2H)-yl)methyl) octadecanedioate